N-(2-bromo-5-methoxyphenyl)pivaloyl-amide BrC1=C(C=C(C=C1)OC)[N-]C(C(C)(C)C)=O